(2E)-3-(4-aminophenyl)-1-(2,5-dihydroxyphenyl)prop-2-en-1-one NC1=CC=C(C=C1)/C=C/C(=O)C1=C(C=CC(=C1)O)O